chromenyl-L-prolyl-L-cysteinamide O1C(C=CC2=CC=CC=C12)N1[C@@H](CCC1)C(=O)N[C@@H](CS)C(=O)N